2-amino-N-((5-cyclopropyl-2-pyridinyl)methyl)-3-methyl-N-(2-methylpropyl)-6-quinolinecarboxamide NC1=NC2=CC=C(C=C2C=C1C)C(=O)N(CC(C)C)CC1=NC=C(C=C1)C1CC1